NC1=NC(=CC(=N1)N1CCC2(C[C@H](NC2)C(=O)O)CC1)O[C@@H](C(F)(F)F)C1=CC=C(C=C1)C1=C(C=CC=C1)CO (S)-8-(2-amino-6-((R)-2,2,2-trifluoro-1-(2'-(hydroxymethyl)-[1,1'-biphenyl]-4-yl)ethoxy)pyrimidin-4-yl)-2,8-diazaspiro[4.5]decane-3-carboxylic acid